CC=1N=CSC1[C@@](C)(C#CC1=CC(=CC=C1)B1OC(C(O1)(C)C)(C)C)O (R)-2-(4-methylthiazol-5-yl)-4-(3-(4,4,5,5-tetramethyl-1,3,2-dioxaborolan-2-yl)phenyl)but-3-yn-2-ol